CC([C@@H](C1=NC=2C(=NC(=CC2N2CCOCC2)N2N=C(CCC2)C=2C=C(C=CC2)C)N1C)NC(C)=O)C (s)-N-(2-methyl-1-(3-methyl-7-morpholino-5-(3-(m-tolyl)-5,6-dihydropyridazin-1(4H)-yl)-3H-imidazo[4,5-b]pyridin-2-yl)propyl)acetamide